N-(1-phenylethyl)-8-(thiophen-2-yl)dibenzo[b,d]furan-4-amine C1(=CC=CC=C1)C(C)NC1=CC=CC2=C1OC1=C2C=C(C=C1)C=1SC=CC1